CCCCC=CC=CC=CC=CC(CC=CCC(C=CC=CC=CC=CCCCCCCCCCCCCCCCC)C(=O)[O-])C(=O)[O-] dotetraconta-5,7,9,11,15,19,21,23,25-nonaene-13,18-dicarboxylate